4-[1-(1-methyl-2-phenylethyl)-1H-pyrazol-4-yl]-7H-pyrrolo[2,3-d]-pyrimidine CC(CC1=CC=CC=C1)N1N=CC(=C1)C=1C2=C(N=CN1)NC=C2